CN1CCN(CC1)C1CCN(CC1)C=1C=NC2=CC=C(C=C2N1)N 3-(4-(4-methylpiperazin-1-yl)piperidin-1-yl)quinoxalin-6-amine